6-(6-((3-aminocyclohexyl)amino)imidazo[1,2-b]pyridazin-3-yl)benzo[d]thiazole-2-carboxylic acid NC1CC(CCC1)NC=1C=CC=2N(N1)C(=CN2)C2=CC1=C(N=C(S1)C(=O)O)C=C2